CN1C(N(CC=2C1=NC(=NC2)SC)C2CCNC1=C(C=CC=C21)C#N)=O 4-(1-methyl-7-methylsulfanyl-2-oxo-4H-pyrimido[4,5-d]pyrimidin-3-yl)-1,2,3,4-tetrahydroquinoline-8-carbonitrile